C(#N)C1=NN(C(=C1)NC(C)=O)C1=C(C=C(C=C1Cl)C(F)(F)F)Cl N-(3-cyano-1-(2,6-dichloro-4-(trifluoromethyl)phenyl)-1H-pyrazol-5-yl)acetamide